3-((cis)-3,4-bis(4-chlorophenyl)-5-isobutylpiperazin-1-yl)-3-oxopropanoic acid ClC1=CC=C(C=C1)[C@@H]1CN(C[C@@H](N1C1=CC=C(C=C1)Cl)CC(C)C)C(CC(=O)O)=O